2-(3,5-bis(methoxymethoxy)phenyl)-2-methyl-1-phenylpropan-1-one COCOC=1C=C(C=C(C1)OCOC)C(C(=O)C1=CC=CC=C1)(C)C